FC1=C(C(=O)OC)C(=CC=C1)F methyl 2,6-difluorobenzoate